CN1[C@@H](CN([C@H](C1)C)[C@@H]1CNCC1)C (2R,5S)-1,2,5-Trimethyl-4-((S)-pyrrolidin-3-yl)piperazine